NC1=C(C=2C(=NC=C(C2S1)F)C=1C2=C(C=3C=NC(=NC3C1F)N1C[C@H](CC1)N1[C@H](CCC1)COC)COC2)C#N 2-Amino-7-fluoro-4-(5-fluoro-3-((2R,3'S)-2-(methoxymethyl)-[1,3'-bipyrrolidin]-1'-yl)-7,9-dihydrofuro[3,4-f]quinazolin-6-yl)thieno[3,2-c]pyridine-3-carbonitrile